CC1(OB(OC1(C)C)C=1C=NN(C1)[C@@H]1CN(CC1)C(=O)OC(C)(C)C)C t-Butyl (S)-3-(4-(4,4,5,5-tetramethyl-1,3,2-dioxaborolan-2-yl)-1H-pyrazol-1-yl)pyrrolidine-1-carboxylate